IC1=CN(C2=C1C=NC(=C2)NC(C)=O)C2=NC(=CC(=C2)C)[C@]2(COCC2)OC (R)-N-(3-iodo-1-(6-(3-methoxytetrahydrofuran-3-yl)-4-methylpyridin-2-yl)-1H-pyrrolo[3,2-c]Pyridin-6-yl)acetamide